4-(3,4-dihydroquinolin-1(2H)-ylsulfonyl)-N-(4-phenylthiazol-2-yl)benzamide N1(CCCC2=CC=CC=C12)S(=O)(=O)C1=CC=C(C(=O)NC=2SC=C(N2)C2=CC=CC=C2)C=C1